2-((1s,6s)-6-aminocyclohex-3-en-1-yl)-3-bromo-5-chloro-N-(thiophen-3-ylmethyl)thieno[3,2-b]pyridin-7-amine N[C@H]1CC=CC[C@@H]1C1=C(C2=NC(=CC(=C2S1)NCC1=CSC=C1)Cl)Br